8-chloro-5-((2-(2,2-difluoro-3-(6-fluoro-[1,2,4]triazolo[4,3-a]pyridin-7-yl)propyl)-2-azaspiro[3.3]heptan-6-yl)methyl)-2-methylphthalazin-1-one ClC=1C=CC(=C2C=NN(C(C12)=O)C)CC1CC2(CN(C2)CC(CC2=CC=3N(C=C2F)C=NN3)(F)F)C1